(1R,4R)-4-(((2-((1,3-dimethyl-1H-pyrazol-4-yl)amino)-5-fluoro-pyrimidin-4-yl)oxy)methyl)cyclohexan-1-ol CN1N=C(C(=C1)NC1=NC=C(C(=N1)OCC1CCC(CC1)O)F)C